5-Fluoro-N-isopropyl-2-(2-methyl-3-(piperidine-4-carbonyl)-1H-pyrrolo[2,3-c]pyridin-1-yl)-N-(2,2,2-trifluoroethyl)benzamide FC=1C=CC(=C(C(=O)N(CC(F)(F)F)C(C)C)C1)N1C(=C(C=2C1=CN=CC2)C(=O)C2CCNCC2)C